ClC=1C(N(C(=CC1OC([2H])([2H])C1=NC=C(C=C1F)F)C)C1=CC(=NC=C1Cl)N1C(C(=CC=C1)C(C)(C)O)=O)=O (S)-3'',5'-Dichloro-4''-((3,5-difluoropyridin-2-yl)methoxy-d2)-3-(2-hydroxypropan-2-yl)-6''-Methyl-2H,2''H-[1,2':4',1''-terpyridine]-2,2''-dione